methyl (2S)-2-amino-3-(3-hydroxyphenyl)propanoate N[C@H](C(=O)OC)CC1=CC(=CC=C1)O